C(C1=CC=CC=C1)OC[C@@H]1CC(CO1)O (5S)-5-((benzyloxy)methyl)tetrahydrofuran-3-ol